C(CCCCCCC\C=C/CCCCCCCC)(=O)OCC(C)OC(CCCCCCC\C=C/CCCCCCCC)=O Propylene glycol dioleate